OCC(=NO)CO hydroxymethyl ketoxime